NC1=NC=2C=CC(=CC2C2=C1C(=NO2)C)C(=O)N(CC2=NC=C(C=C2)C(F)(F)F)[C@H](COC)C 4-amino-N-((2S)-1-methoxy-2-propanyl)-3-methyl-N-((5-(trifluoromethyl)-2-pyridinyl)methyl)[1,2]oxazolo[4,5-c]quinoline-8-carboxamide